4-(1-(t-butoxycarbonyl)piperidin-4-yl)-2-fluorobenzoic acid C(C)(C)(C)OC(=O)N1CCC(CC1)C1=CC(=C(C(=O)O)C=C1)F